1-(2-fluoro-4-nitro-phenyl)-5-methyl-3-(trifluoromethyl)pyrazole FC1=C(C=CC(=C1)[N+](=O)[O-])N1N=C(C=C1C)C(F)(F)F